5-(4-((2-isopropyl-3-oxo-4H-quinoxalin-6-yl)methyl)piperazin-1-yl)-N-(methyl-d3)pyridine-2-formamide C(C)(C)C1=NC2=CC=C(C=C2NC1=O)CN1CCN(CC1)C=1C=CC(=NC1)C(=O)NC([2H])([2H])[2H]